C1(=CC=CC=C1)C1=NN2C(NC(=CC2=O)C2=CC=CC=C2)=C1 2,5-diphenylpyrazolo[1,5-a]pyrimidin-7(4H)-one